FC1(C[C@@H](N(C1)C1CCNCC1)CO)F [(2R)-4,4-Difluoro-1-(piperidin-4-yl)pyrrolidin-2-yl]methanol